FCS(=O)(=O)N(S(=O)(=O)C(F)(F)F)C1=CC=CC=C1 Fluoro-N-phenyl-N-(trifluoromethylsulfonyl)methanesulfonamide